OCC=1C=CC=2C=3C(C(NC2C1)=O)=CSC3 7-(hydroxymethyl)thieno[3,4-c]quinolin-4(5H)-one